4-(7-aminohept-1-yn-1-yl)-2-(2,6-dioxopiperidin-3-yl)isoindoline-1,3-dione hydrochloride Cl.NCCCCCC#CC1=C2C(N(C(C2=CC=C1)=O)C1C(NC(CC1)=O)=O)=O